9,10-bis(diphenylamino)anthracene C1(=CC=CC=C1)N(C=1C2=CC=CC=C2C(=C2C=CC=CC12)N(C1=CC=CC=C1)C1=CC=CC=C1)C1=CC=CC=C1